C(C)(C)(C)OC(=O)N1CCN(CC1)C=1C=NN2C1N=CC(=C2)C=2C=NN(C2)C 4-(6-(1-methyl-1H-pyrazol-4-yl)pyrazolo[1,5-a]pyrimidin-3-yl)piperazine-1-carboxylic acid tert-butyl ester